FC(CN1C(=NC2=C1C=CC(=C2)C2CCN(CC2)C2CCN(CC2)C(C)C)C2=CC(=C(C=C2)OC)OC)F 1-(2,2-difluoroethyl)-2-(3,4-dimethoxyphenyl)-5-(1'-isopropyl-[1,4'-bipiperidin]-4-yl)-1H-benzo[d]imidazole